1-Bromo-2-fluoro-3-(methoxymethoxy)-5-methylbenzene BrC1=C(C(=CC(=C1)C)OCOC)F